5-bromo-N-[(2R)-3-chloro-2-hydroxy-propyl]-N-[(2,4-dimethoxyphenyl)methyl]-1,2,3,4-tetrahydrothieno[3,4-b]pyridine-7-carboxamide BrC=1SC(=C2NCCCC21)C(=O)N(CC2=C(C=C(C=C2)OC)OC)C[C@H](CCl)O